FC=1C(=NC(=C(C1)I)NC)C(=O)O 3-fluoro-5-iodo-6-(methylamino)pyridine-2-carboxylic acid